C(C1=CC=CC=C1)OCCOC=1C=C(N=NC1)N1CCC(CC1)OC1CC(C1)O 3-((1-(5-(2-(benzyloxy)ethoxy)pyridazin-3-yl)piperidin-4-yl)oxy)cyclobutanol